N-(2-(phenylsulfonyl)ethyl)-6-(4-((1,2,3,4-tetrahydroisoquinolin-7-yl)oxy)-1H-pyrrolo[2,3-b]pyridin-3-yl)pyrimidin-4-amine C1(=CC=CC=C1)S(=O)(=O)CCNC1=NC=NC(=C1)C1=CNC2=NC=CC(=C21)OC2=CC=C1CCNCC1=C2